4-methyl-5-(1-naphthyl)-2-aminothiazole CC=1N=C(SC1C1=CC=CC2=CC=CC=C12)N